4-(1,2-benzisoxazol-3-yl)pyridinium O1N=C(C2=C1C=CC=C2)C2=CC=[NH+]C=C2